C1(CC1)COC1=CC(=C2C(NC(=NC2=C1)CS[C@@H]1CC[C@H](CC1)NC(CC)=O)=O)F N-((trans)-4-(((7-(Cyclopropylmethoxy)-5-fluoro-4-oxo-3,4-dihydroquinazolin-2-yl)methyl)thio)cyclohexyl)propionamide